6,7-dihydro-5H-cyclopenta[d]pyrimidine-2,4-diamine N1=C(N=C(C2=C1CCC2)N)N